COC1=CC(=CN=N1)N1C[C@H]2CC[C@@H](C1)C2NC2=NN1C([C@@H](OCC1)C1=C(C(=C(C=C1)F)F)F)=N2 (8S)-N-[(1r,5S)-3-(6-methoxypyridazin-4-yl)-3-azabicyclo[3.2.1]oct-8-yl]-8-(2,3,4-trifluorophenyl)-6,8-dihydro-5H-[1,2,4]triazolo[5,1-c][1,4]oxazin-2-amine